NC1=NC(=C(C(=C1C#N)C1=CC(=CC=C1)C=1C=NC=C(C1)F)C#N)N1CCCCC1 2-amino-4-(3-(5-fluoropyridin-3-yl)phenyl)-6-(piperidin-1-yl)pyridine-3,5-dicarbonitrile